cysteine hydrotrisulfide N[C@@H](CS)C(=O)SSS